(3-(((S)-1-((2S,4R)-4-hydroxy-2-((4-(4-methylthiazol-5-yl)benzyl)carbamoyl)pyrrolidin-1-yl)-3,3-dimethyl-1-oxobutan-2-yl)carbamoyl)phenyl)boronic acid O[C@@H]1C[C@H](N(C1)C([C@H](C(C)(C)C)NC(=O)C=1C=C(C=CC1)B(O)O)=O)C(NCC1=CC=C(C=C1)C1=C(N=CS1)C)=O